tert-butyl (2S,6S)-4-(1-(5-(difluoromethyl)-1,3,4-thiadiazol-2-yl)-6-(N-(1-methylcyclopropyl)sulfamoyl)-1H-indazol-4-yl)-2,6-dimethylpiperazine-1-carboxylate FC(C1=NN=C(S1)N1N=CC2=C(C=C(C=C12)S(NC1(CC1)C)(=O)=O)N1C[C@@H](N([C@H](C1)C)C(=O)OC(C)(C)C)C)F